NC1=NC=CC(=C1F)CC=1C(=C(C(=C(C(=O)NOCCCC=C)C1)NC1=C(C=C(C=C1)I)F)F)F 5-((2-amino-3-fluoropyridin-4-yl)methyl)-3,4-difluoro-2-((2-fluoro-4-iodophenyl)amino)-N-(pent-4-en-1-yloxy)benzamide